3-(3-Chloro-4-hydroxyphenyl)-1-(4-fluorophenyl)prop-2-en-1-one ClC=1C=C(C=CC1O)C=CC(=O)C1=CC=C(C=C1)F